C(C)S(=O)(=O)C1=CC(=C(C=C1)C1=NN2C(OCC(C2)(C)C)=C1C(=O)N[C@H]1N=C(C2=C(NC1=O)C(=CC=C2)F)C2=CC=CC=C2)F (S)-2-(4-(ethylsulfonyl)-2-fluorophenyl)-N-(9-fluoro-2-oxo-5-phenyl-2,3-dihydro-1H-benzo[e][1,4]diazepin-3-yl)-6,6-dimethyl-6,7-dihydro-5H-pyrazolo[5,1-b][1,3]oxazine-3-carboxamide